1-methyl-5-(trifluoromethyl)-1H-1,3-benzodiazol CN1C=NC2=C1C=CC(=C2)C(F)(F)F